1-((2-methoxypyridin-3-yl)methyl)-6-(4-methoxypyrrolo[2,1-f][1,2,4]triazin-5-yl)-2-methyl-1H-imidazo[4,5-b]pyridine COC1=NC=CC=C1CN1C(=NC2=NC=C(C=C21)C=2C=CN1N=CN=C(C12)OC)C